ClC=1N=C(C2=C(N1)C=CO2)NCC=2C=C1CCN(C(C1=CC2)=O)C 6-(((2-chlorofuro[3,2-d]pyrimidin-4-yl)amino)methyl)-2-methyl-3,4-dihydroisoquinolin-1(2H)-one